CC1=CC(OC2=CC(=CC=C12)OCC1=CC=C(C(=O)NCCNC(NCC=2SC=CC2)=O)C=C1)=O 4-[(4-methyl-2-oxo-chromen-7-yl)oxymethyl]-N-[2-(2-thienylmethylcarbamoylamino)ethyl]Benzamide